2,4-diacrylamidobenzenesulfonic acid C(C=C)(=O)NC1=C(C=CC(=C1)NC(C=C)=O)S(=O)(=O)O